(S)-2-amino-N-(cyclopropyl(4-methoxypyridin-2-yl)methyl)-3-(1-ethyl-3-(trifluoromethyl)-1H-pyrazol-4-yl)-5-vinylbenzamide NC1=C(C(=O)N[C@H](C2=NC=CC(=C2)OC)C2CC2)C=C(C=C1C=1C(=NN(C1)CC)C(F)(F)F)C=C